(7-methoxy-1-methyl-1H-indazol-5-yl)methanamine COC=1C=C(C=C2C=NN(C12)C)CN